3-hydroxy-[1,4'-bipiperidine]-2-one hydrochloride Cl.OC1C(N(CCC1)C1CCNCC1)=O